5-chloro-4-(cyclopentyloxy)-7-nitroquinoline ClC1=C2C(=CC=NC2=CC(=C1)[N+](=O)[O-])OC1CCCC1